2-((3-(methylthio)pyrazin-2-yl)oxy)ethan-1-one CSC=1C(=NC=CN1)OCC=O